6-methyl-2-(trifluoromethyl)quinazoline CC=1C=C2C=NC(=NC2=CC1)C(F)(F)F